Cl.ClC=1C=C(OC2CCC(CC2)NC(=O)C=2N=NC(=CC2)N2CCCCC2)C=CC1C#N N-((1r,4r)-4-(3-chloro-4-cyanophenoxy)cyclohexyl)-6-(piperidin-1-yl)pyridazine-3-carboxamide hydrochloride